C(C1=CC=CC=C1)OCC(C(C[C@H]1C(NCC1)=O)NC(=O)[C@H]1N(C[C@H]2[C@@H]1CCC2)C(=O)C=2NC1=CC=CC(=C1C2)C#N)=O (1S,3aR,6aS)-N-[4-(benzyloxy)-3-oxo-1-[(3S)-2-oxopyrrolidin-3-yl]butan-2-yl]-2-(4-cyano-1H-indole-2-carbonyl)-hexahydro-1H-cyclopenta[c]pyrrole-1-carboxamide